ClC=1N=C(C2=C(N1)CCN(C2)C)NC=2N=CC=1CCC3=C(C1C2F)NC2=C3C(NCC2C)=O 2-((2-chloro-6-methyl-5,6,7,8-tetrahydropyrido[4,3-d]pyrimidin-4-yl)amino)-1-fluoro-10-methyl-5,6,8,9,10,11-hexahydro-7H-pyrido[3',4':4,5]pyrrolo[2,3-f]isoquinolin-7-one